CC1(C(C1)C(F)(F)F)C(=O)N1C[C@H]2OC3=C([C@@H]1C2)C=NC=C3C#N (2S,5S)-4-[1-methyl-2-(trifluoromethyl)cyclopropane-1-carbonyl]-2,3,4,5-tetrahydro-2,5-methanopyrido[3,4-f][1,4]oxazepine-9-carbonitrile